C1(CC1)[C@H](C)N1C(C=2C(=NC(=CC2C1)C1=C(N=C(S1)NC(=O)NC)C)N1CCC2(CC(C2)=O)CC1)=O (S)-1-(5-(2-(1-cyclopropylethyl)-3-oxo-4-(2-oxo-7-azaspiro[3.5]non-7-yl)-2,3-dihydro-1H-pyrrolo[3,4-c]pyridin-6-yl)-4-methylthiazol-2-yl)-3-methylurea